NC1=C(C=C(C=C1)C=1SC=CC1)NC(C1=CC=C(C=C1)S(=O)(=O)C1CC1)=O rel-(S)-N-[2-amino-5-(2-thienyl)phenyl]-4-(cyclopropylsulfonyl)benzamide